3-({1-[(tert-Butoxycarbonyl)amino]cyclopropyl}methoxy)-5-(5-methyl-1,3-thiazol-2-yl)benzoic acid methyl ester COC(C1=CC(=CC(=C1)C=1SC(=CN1)C)OCC1(CC1)NC(=O)OC(C)(C)C)=O